N,5,6-trimethyl-1H-indazole CN1N=CC2=CC(=C(C=C12)C)C